4-{2-[5-(1-methoxymethoxy-ethyl)-pyridin-2-yl]-ethoxy}-benzaldehyde COCOC(C)C=1C=CC(=NC1)CCOC1=CC=C(C=O)C=C1